ethyl 2-[tert-butyl-[(2R)-2-[tert-butyl(dimethyl)silyl]oxy-3-(1,3-dioxoisoindolin-2-yl)propyl]amino]acetate C(C)(C)(C)N(CC(=O)OCC)C[C@H](CN1C(C2=CC=CC=C2C1=O)=O)O[Si](C)(C)C(C)(C)C